HomoAnisaldehyde C(CC1=CC=C(OC)C=C1)=O